COC=1C=C(C=CC1NCC#CC=1N(C2=CC=CC(=C2C1)NC1CCC(CC1)N1CC(C1)S(=O)(=O)C)CC(F)(F)F)S(=O)(=O)N 3-methoxy-4-{[3-(4-{[(1R,4R)-4-(3-methanesulfonyl-azetidin-1-yl)cyclohexyl]amino}-1-(2,2,2-trifluoroethyl)-1H-indol-2-yl)prop-2-yn-1-yl]amino}benzene-1-sulfonamide